4-(2-(diphenylphosphoryl)acetyl)benzonitrile C1(=CC=CC=C1)P(=O)(C1=CC=CC=C1)CC(=O)C1=CC=C(C#N)C=C1